methyl (1s,4s)-2'-bromo-4-[(3-chlorophenyl)(trifluoroacetyl)amino]-4'-methylspiro[cyclohexane-1,1'-indene]-4-carboxylate BrC=1C2(C3=CC=CC(=C3C1)C)CCC(CC2)(C(=O)OC)N(C(C(F)(F)F)=O)C2=CC(=CC=C2)Cl